O=C(CNS(=O)(=O)C)N1CC(CCC1)C1=NC(=CC=C1)C=1C=NN2C1C=CC=C2 N-(2-oxo-2-(3-(6-(pyrazolo[1,5-a]pyridin-3-yl)pyridin-2-yl)piperidin-1-yl)ethyl)methanesulfonamide